4-hydroxy-1-(3-methyl-2-(3-methylisoxazol-5-yl)butanoyl)pyrrolidine-2-carboxamide OC1CC(N(C1)C(C(C(C)C)C1=CC(=NO1)C)=O)C(=O)N